6-((tert-butyldimethylsilyl)oxy)-5,6,7,8-tetrahydronaphthalen-2-amine [Si](C)(C)(C(C)(C)C)OC1CC=2C=CC(=CC2CC1)N